OC=1C=C2C=C(NC2=CC1)CC(=O)O.OC=1C=C2C=C(NC2=CC1)CC(=O)O 5-hydroxyindoleacetic acid (5-hydroxyindoleacetate)